3-amino-3-[(1-methoxy-1-oxohex-2-yl)carbamoyl]propionic acid NC(CC(=O)O)C(NC(C(=O)OC)CCCC)=O